1-N-PHENYLNAPHTHYLAMINE C1=CC=C(C=C1)NC2=CC=CC3=CC=CC=C32